ClC=1C=CC2=C([C@@H](C[C@@H](O2)C(=O)NC23CC(C2)(C3)C=3OC(=NN3)C3CC(C3)OC(F)(F)F)O)C1 (2R,4R)-6-chloro-4-hydroxy-N-(3-{5-[(1s,3S)-3-(trifluoromethoxy)cyclobutyl]-1,3,4-oxadiazol-2-yl}bicyclo[1.1.1]pentan-1-yl)-3,4-dihydro-2H-1-benzopyran-2-carboxamide